[(2S)-2-(tert-butoxycarbonylamino)propyl] methanesulfonate CS(=O)(=O)OC[C@H](C)NC(=O)OC(C)(C)C